trans-9,12-octadecadienoic acid ethyl ester C(C)OC(CCCCCCC\C=C\CC=CCCCCC)=O